ClC1=NC=CC(=N1)C1=CC(=NN1)C1=CC=C(NC)C=C1 4-[5-(2-chloropyrimidin-4-yl)-1H-pyrazol-3-yl]-N-methylaniline